C1(=CC=CC=C1)N1C2=CC=CC=C2OC=2C=C(C=CC12)OB(O)O (10-phenyl-10H-phenoxazin-3-yl)boric acid